ClC=1C=C(SC1)S1C[C@H](CN2C(N=C(C3=CC(=CC1=C23)C(F)(F)F)N2C[C@@H](N[C@@H](C2)C)C)=O)C=2SC=C(C2)F (S)-l-1-(4-chlorothiophen-2-yl)-8-((3S,5R)-3,5-dimethylpiperazin-1-yl)-3-(4-fluorothiophen-2-yl)-10-(trifluoromethyl)-3,4-dihydro-2H,6H-[1,4]thiazepino[2,3,4-ij]quinazolin-6-one